penta-2,4-diyn-1-ol C(C#CC#C)O